7-chloro-N-((S)-1-(((S)-1-cyano-2-((S)-2-oxopiperidin-3-yl)ethyl)amino)-3-cyclopropyl-1-oxopropan-2-yl)-N-methyl-1H-benzo[d]imidazole-2-carboxamide ClC1=CC=CC2=C1NC(=N2)C(=O)N(C)[C@H](C(=O)N[C@@H](C[C@H]2C(NCCC2)=O)C#N)CC2CC2